(1R,2S,5S)-6,6-Dimethyl-3-(2-(spiro[3.3]heptan-2-yl)-2-(2,2,2-trifluoroacetylamino)acetyl)-3-azabicyclo[3.1.0]hexane-2-carboxylic acid methyl ester COC(=O)[C@@H]1[C@H]2C([C@H]2CN1C(C(NC(C(F)(F)F)=O)C1CC2(C1)CCC2)=O)(C)C